7-(4-bromo-3-chloro-benzoyl)-2-(4-methoxyphenyl)-3-oxo-N-[rac-(1S)-1-phenylpropyl]-6,8-dihydro-5H-imidazo[1,5-a]pyrazine-1-carboxamide BrC1=C(C=C(C(=O)N2CC=3N(CC2)C(N(C3C(=O)N[C@@H](CC)C3=CC=CC=C3)C3=CC=C(C=C3)OC)=O)C=C1)Cl |r|